tert-butyl 4-(4,4-dimethyl-3-oxo-pentanoyl)piperazine-1-carboxylate CC(C(CC(=O)N1CCN(CC1)C(=O)OC(C)(C)C)=O)(C)C